2,2'-azinobis-(3-ethyl-benzthiazoline-6-sulphonic acid) N(N=C1SC2=C(N1CC)C=CC(=C2)S(=O)(=O)O)=C2SC1=C(N2CC)C=CC(=C1)S(=O)(=O)O